(S)-2-(4-(3-amino-1H-pyrazolo[3,4-b]pyridin-5-yl)benzylamino)-N-(1-(4-bromophenyl)ethyl)-5-(trifluoromethyl)nicotinamide NC1=NNC2=NC=C(C=C21)C2=CC=C(CNC1=C(C(=O)N[C@@H](C)C3=CC=C(C=C3)Br)C=C(C=N1)C(F)(F)F)C=C2